Acetylthioxanthone C(C)(=O)C1=CC=CC=2SC3=CC=CC=C3C(C12)=O